N-(1-cyanocyclopropyl)-8-(4-isobutyrylpiperazin-1-yl)-N-(4-methoxybenzyl)imidazo[1,2-a]pyridin-6-sulfonamide C(#N)C1(CC1)N(S(=O)(=O)C=1C=C(C=2N(C1)C=CN2)N2CCN(CC2)C(C(C)C)=O)CC2=CC=C(C=C2)OC